2,2',5,5'-tetramethyl-4,4'-dihydroxybiphenyl CC1=C(C=C(C(=C1)O)C)C1=C(C=C(C(=C1)C)O)C